FC1(CCN(CC1)C=1C(=C(C=C2C=CC=NC12)NC(C1=CN=C(C=C1N1CCC2(CC2)CC1)NS(=O)(=O)CCO)=O)F)F N-(8-(4,4-difluoropiperidin-1-yl)-7-fluoroquinolin-6-yl)-6-((2-hydroxyethyl)sulfonamido)-4-(6-azaspiro[2.5]oct-6-yl)nicotinamide